C(C)(=O)[O-].C(CCCCCC)[NH+]1C(=CC=C1)CC 1-Heptyl-2-ethylpyrrolium acetat